Phosphorus(III) oxychloride O=PCl